NC1CCN(CC1)C1=C(C=NC2=CC=C(C=C12)C=1C(=C(C#N)C=CC1)O)C1=CC(=CC(=C1)OCCOC)F 3-[4-(4-aminopiperidin-1-yl)-3-[3-fluoro-5-(2-methoxyethoxy)phenyl]quinolin-6-yl]-2-hydroxybenzonitrile